2-(methacryloyloxy)ethyl-(trimethyl)ammonium chloride [Cl-].C(C(=C)C)(=O)OCC[N+](C)(C)C